FC(C1=CC(=NC=C1C1=NC(=NC(=N1)N1C(COCC1)(C)C)N1CCN(CC1)CCOC)N)F 4-(difluoromethyl)-5-[4-(3,3-dimethylmorpholin-4-yl)-6-[4-(2-methoxyethyl)Piperazin-1-yl]-1,3,5-triazin-2-yl]Pyridin-2-amine